CC1C=CCCS(=O)(=O)O1 5-methyl-3-pentene-1,5-sultone